((S)-4-acryloyl-3-(cyanomethyl)piperazin-1-yl)-7-(2-fluoro-5-methylphenyl)-2-(((S)-1-methylpyrrolidin-2-yl)methoxy)quinazoline-6-carbonitrile C(C=C)(=O)N1[C@H](CN(CC1)C1=NC(=NC2=CC(=C(C=C12)C#N)C1=C(C=CC(=C1)C)F)OC[C@H]1N(CCC1)C)CC#N